BrC=1C=CC2=C(C(=N[C@H](C=3N2C=NN3)C)C3=C(C=CC=C3)F)C1Cl (4S)-8-bromo-7-chloro-6-(2-fluorophenyl)-4-methyl-4H-[1,2,4]Triazolo[4,3-a][1,4]Benzodiazepine